(S)-6-(2,3-dichloro-6-hydroxyphenyl)-2-ethyl-2,5,6,7-tetrahydro-3H-pyrrolo[2,1-c][1,2,4]triazol-3-one ClC1=C(C(=CC=C1Cl)O)[C@@H]1CC2=NN(C(N2C1)=O)CC